C1(CC1)CN1C=C(C2=NN(C(C(=C21)C=2C=NC(=CC2)C2CC2)=O)C2=CC1=CN(N=C1C=C2)C([2H])([2H])[2H])C(=O)NC 5-(cyclopropylmethyl)-4-(6-cyclopropylpyridin-3-yl)-N-methyl-2-(2-(methyl-d3)-2H-indazol-5-yl)-3-oxo-3,5-dihydro-2H-pyrrolo[3,2-c]pyridazine-7-carboxamide